(S)-(tetrahydro-2H-pyran-2-yl)(6-(1-(6-(trifluoromethyl)-1H-imidazo[4,5-b]pyridin-2-yl)cyclobutyl)-3,4-dihydro-1,5-naphthyridin-1(2H)-yl)methanone O1[C@@H](CCCC1)C(=O)N1CCCC2=NC(=CC=C12)C1(CCC1)C=1NC=2C(=NC=C(C2)C(F)(F)F)N1